(1-chloro-cyclopropyl)-1-(2-chlorophenyl)-3-(5-mercapto-1,2,4-triazol-1-yl)-propan-2-ol ClC1(CC1)C(C(CN1N=CN=C1S)O)C1=C(C=CC=C1)Cl